methyl (((ethylthio)carbonyl)oxy)pivalate C(C)SC(=O)OCC(C(=O)OC)(C)C